dispiro[3.1.36.14]dec-2-ylmethanol C1C(CC12CC1(CCC1)C2)CO